FC(C12CC(C1)(C2)C2=NN=C(O2)N)(F)F 5-(3-(trifluoromethyl)bicyclo[1.1.1]pentan-1-yl)-1,3,4-oxadiazol-2-amine